3-(5-Hexyn-1-yl)-1,2-dithiolane C(CCCC#C)C1SSCC1